C1=NC=CC2=CC=CC(=C12)[C@@H]1[C@H](C1)C=1C=2N(N=C(C1)C=1C(NC(NC1)=O)=O)C=CN2 5-(8-((1S,2S)-2-(isoquinolin-8-yl)cyclopropyl)imidazo[1,2-b]pyridazin-6-yl)pyrimidine-2,4(1H,3H)-dione